CN(C)CCOCCO 2-(N,N-dimethylamino-ethoxy)ethanol